S1C=C(C=C1)N[C@@H](C)C(=O)O L-3-thieneylalanine